C(C1=CC=C(C(=O)O)C=C1)(=O)O.C(C)N.C(C)N bis(n-ethylamine) terephthalate salt